OC[C@@H]1N(CCN(C1)CC1=CC(=C(C=C1)C(=O)OC)OC)C(=O)[O-] (2R)-2-(hydroxymethyl)-4-{[3-methoxy-4-(methoxycarbonyl)phenyl]methyl}piperazine-1-carboxylate